4-(difluoromethyl)-2,2'-dimethyl-spiro[5H-thieno[2,3-C]pyran-7,4'-piperidin]-4-ol FC(C1(C2=C(SC(=C2)C)C2(CC(NCC2)C)OC1)O)F